2-(2,6-dioxopiperidin-3-yl)-5-(((1S,2S)-2-(3-ethoxyazetidin-1-yl)cyclohexyl)(methyl)amino)isoindoline-1,3-dione O=C1NC(CCC1N1C(C2=CC=C(C=C2C1=O)N(C)[C@@H]1[C@H](CCCC1)N1CC(C1)OCC)=O)=O